C1(=CC=C(C=C1)C1=NC(=NC(=N1)C1=CC=C(C=C1)C1=CC=CC=C1)N1C2=CC=CC=C2C2=CC=C3C(=C12)N(C=1C=CC=CC13)C1=CC=CC=C1)C1=CC=CC=C1 11-(4,6-bis(1,1'-biphenyl-4-yl)-1,3,5-triazin-2-yl)-12-phenyl-11H,12H-indolo[2,3-a]Carbazole